N-(4-(methylsulfonyl)phenyl)-4-(4-(trifluoromethyl)phenyl)thiazol-2-amine CS(=O)(=O)C1=CC=C(C=C1)NC=1SC=C(N1)C1=CC=C(C=C1)C(F)(F)F